O=C1NC2=CC=CC=3C2=C1C=CC3 2-oxobenzo[cd]indol